6-chloro-N-[5-(2-fluoroethoxy)-4,6-dimethoxy-pyrimidin-2-yl]-1H-pyrrolo[2,3-b]pyridine ClC1=CC=C2C(=N1)N(C=C2)C2=NC(=C(C(=N2)OC)OCCF)OC